1-[5-[(3S)-isoxazolidin-3-yl]-3-pyridinyl]azetidin-2-one TFA salt OC(=O)C(F)(F)F.O1N[C@@H](CC1)C=1C=C(C=NC1)N1C(CC1)=O